FC1=CC=C(C=C1)/C=C(/C#N)\C1=CC=NC=C1 (E)-3-(4-fluorophenyl)-2-(pyridin-4-yl)acrylonitrile